COC(C(CC(C)C)N1C(C=C(C(=C1)\C=C\OCC)F)=O)=O (E)-2-(5-(2-ethoxyvinyl)-4-fluoro-2-oxopyridin-1(2H)-yl)-4-methylpentanoic acid methyl ester